N-methyl-N-propylsulfonyl-trifluoroacetamide CN(C(C(F)(F)F)=O)S(=O)(=O)CCC